O[C@H](C(=O)OC)CC(=O)OC Dimethyl (S)-2-hydroxysuccinate